OCC1=CC=C2CCN(C2=C1)C(=O)OC(C)(C)C tert-Butyl 6-(hydroxymethyl)indoline-1-carboxylate